C(C1=CC=CC=C1)OC[C@@H](OCCOCCN1C(=CC(=C1)C1=NN(C2=CC=C(C=C12)O[Si](C)(C)C(C)(C)C)C1OCCCC1)C#N)C 1-[2-[2-[(1S)-2-benzyloxy-1-methyl-ethoxy]ethoxy]ethyl]-4-[5-[tert-butyl(dimethyl)silyl]oxy-1-tetrahydropyran-2-yl-indazol-3-yl]pyrrole-2-carbonitrile